NC=1N=NC(=C(N1)N)C(C1=CC=CC=C1)C1=CC=CC=C1 3,5-diamino-6-(diphenylmethyl)-1,2,4-triazine